ClC1=NC=C(C(=N1)NC1CC2(C1)CC(C2)O)C(=O)O 2-chloro-4-((6-hydroxy-spiro[3.3]hept-2-yl)amino)pyrimidine-5-carboxylic acid